3-(4-hydroxy-3'-nitrobiphenyl-2-yl)prop-2-enamide (S)-Methyl-((3-(3-fluoro-4-(2-oxido-2-thia-6-azaspiro[3.3]heptan-6-yl)phenyl)-2-oxooxazolidin-5-yl)methyl)carbamate CN(C(O)=O)C[C@H]1CN(C(O1)=O)C1=CC(=C(C=C1)N1CC2(CS(C2)=O)C1)F.OC1=CC(=C(C=C1)C1=CC(=CC=C1)[N+](=O)[O-])C=CC(=O)N